(2s)-2-{(3s)-1-[(2-chloro-4-ethynylphenyl)methyl]piperidin-3-yl}propane-1,2-diol ClC1=C(C=CC(=C1)C#C)CN1C[C@H](CCC1)[C@](CO)(C)O